C(C)(C)(C)OC1=CC=C(C=C1)C1=NC2=C(N1)C=CC=C2 2-(4-tert-Butoxyphenyl)-1H-benzo[d]imidazole